1-[5-(5-fluoro-2-methoxypyridin-4-yl)-1-(oxazolidin-2-yl)pyrazole-3-carbonyl]Piperidine-4-carboxamide FC=1C(=CC(=NC1)OC)C1=CC(=NN1C1OCCN1)C(=O)N1CCC(CC1)C(=O)N